Tert-butyl N-[7-[1-(2,6-dioxo-3-piperidyl)-3-methyl-2-oxo-benzimidazol-5-yl]-4-hydroxy-4-methyl-heptyl]carbamate O=C1NC(CCC1N1C(N(C2=C1C=CC(=C2)CCCC(CCCNC(OC(C)(C)C)=O)(C)O)C)=O)=O